C(C)(=O)N1CCC(CC1)C(C)(O)C1=CC(=C2[C@](N(C(C2=C1)=O)CC1=NC=C(C=C1)Cl)(OC)C1=CC=C(C=C1)Cl)F (3R)-6-[1-(1-Acetylpiperidin-4-yl)-1-hydroxyethyl]-3-(4-chlorophenyl)-2-[(5-chloropyridin-2-yl)methyl]-4-fluoro-3-methoxy-2,3-dihydro-1H-isoindol-1-on